C(C)C=1C=C(C#N)C=CC1N1N=C(C2=C1N=CC=C2N2N=C(C=1C2=NC=CC1N1C=NC(=C1)C=1C=NN(C1)C)C(C)C)C(C)C 3-ethyl-4-{4-[4-(1-methyl-1H-pyrazol-4-yl)-1H-imidazol-1-yl]-3,3'-di(propan-2-yl)-1'H-[1,4'-bipyrazolo[3,4-b]pyridin]-1'-yl}benzonitrile